3,6,9,12-tetraoxapentadecan-15-carboxylate CCOCCOCCOCCOCCCC(=O)[O-]